(2S,3S)-N-[(2-Methoxy-5-[5-(trifluoromethyl)tetrazol-1-yl]phenyl)methyl]-2-phenylpiperidin-3-amine COC1=C(C=C(C=C1)N1N=NN=C1C(F)(F)F)CN[C@@H]1[C@@H](NCCC1)C1=CC=CC=C1